CC1=CC=C(S1)C(=O)N1CCNCC1 (5-methylthiophen-2-yl)(piperazin-1-yl)methanone